ClC=1C(=NC(=NC1)N[C@@H]1C[C@H]2CO[C@@H]([C@H]1O)O2)C2=C1OC[C@H](N3CCOC(C(=C2)F)=C31)C (1S,3R,4S,5R)-3-((5-chloro-4-((R)-9-fluoro-4-methyl-2,3,4,5-tetrahydro-1,6-dioxa-3a-azaphenalen-7-yl)pyrimidin-2-yl)amino)-6,8-dioxabicyclo[3.2.1]octan-4-ol